C(CCCCCCCC)OC1=CC(=C2C=CC=3C(=CC(=C4C=CC1=C2C34)S(=O)(=O)O)S(=O)(=O)O)S(=O)(=O)O 1-nonyloxy-pyrene-3,6,8-trisulfonic acid